dodecenyl-dicyclohexylamine succinate C(CCC(=O)O)(=O)O.C(=CCCCCCCCCCC)N(C1CCCCC1)C1CCCCC1